tert-butyl N-{[5-bromo-1-(3-methoxybenzenesulfonyl)-1H-pyrrol-3-yl] methyl}-N-methylcarbamate BrC1=CC(=CN1S(=O)(=O)C1=CC(=CC=C1)OC)CN(C(OC(C)(C)C)=O)C